C(CCC)C1CN(C2=C(O1)N=NC(=C2)Cl)C2CCC(CC2)O[SiH](C)C 7-butyl-[4-(3-chloro-6,7-dihydropyridazino[3,4-b][1,4]oxazin-5-yl)cyclohexoxy]-dimethyl-silane